C(C)(=O)OC(C(C(=O)OC)=C)C1=NC=CC(=C1)F methyl 2-(acetoxy(4-fluoropyridin-2-yl)methyl)acrylate